tert-butyl 4-(1-cyanoethyl)piperidine-1-carboxylate C(#N)C(C)C1CCN(CC1)C(=O)OC(C)(C)C